6-fluoro-2-[3-(hydroxymethyl)anilino]-3-phenylquinazolin-4(3H)-one FC=1C=C2C(N(C(=NC2=CC1)NC1=CC(=CC=C1)CO)C1=CC=CC=C1)=O